Cyclohexene ruthenium [Ru].C1=CCCCC1